ClC=1C=CC(=C(C1)C1=C2C(=NC(=C1)C)C(=CS2)C(=O)O)OCCN2C(=NC1=C(C2=O)C(=C(N=C1)Cl)C#N)C 7-(5-chloro-2-(2-(6-chloro-5-cyano-2-methyl-4-oxopyrido[3,4-d]pyrimidin-3(4H)-yl)ethoxy)phenyl)-5-methylthieno[3,2-B]pyridine-3-carboxylic acid